C(C)(=O)C1=NN(C2=CC=C(C=C12)C(=O)O)CC(=O)N(C1CC1)CC(=O)NCC1=C(C(=CC=C1)Cl)F 3-acetyl-1-(2-((2-((3-chloro-2-fluorophenylmethyl)amino)-2-oxoethyl)(cyclopropyl)amino)-2-oxoethyl)-1H-indazole-5-carboxylic acid